ClC1=NC(=C2NCN(C2=N1)CC(=O)NC1=CC(=C(C=C1)OC)OC)Cl 2-(2,6-dichloro-7H-purin-9-yl)-N-(3,4-dimethoxyphenyl)acetamide